C[C@H](CO)COC1=NNC(=C1[N+](=O)[O-])C (R)-2-methyl-3-((5-methyl-4-nitro-1H-pyrazol-3-yl)oxy)propan-1-ol